(3-(2-((5-Azaspiro[2.4]heptan-1-yl)amino)-5-(trifluoromethyl)pyrimidin-4-yl)-1H-indole-7-yl)dimethylphosphine oxide C1(CC12CNCC2)NC2=NC=C(C(=N2)C2=CNC1=C(C=CC=C21)P(C)(C)=O)C(F)(F)F